C1(CC1)N1CCS(C2=C(C1=O)SC(=C2)C2=NC(=NC=C2C(F)(F)F)NC=2C=C1CCNCC1=CC2OC(F)(F)F)(=O)=O 4-cyclopropyl-7-(2-((7-(trifluoromethoxy)-1,2,3,4-tetrahydroisoquinolin-6-yl)amino)-5-(trifluoromethyl)pyrimidin-4-yl)-3,4-dihydrothieno[2,3-f][1,4]thiazepin-5(2H)-one 1,1-dioxide